(E)-dodecane-7-en-1-yl acrylate C(C=C)(=O)OCCCCCC\C=C\CCCC